1-(3-Bromo-9H-carbazol-9-yl)benzo[4,5]thieno[2,3-c]pyridine BrC=1C=CC=2N(C3=CC=CC=C3C2C1)C1=NC=CC2=C1SC1=C2C=CC=C1